N-(trans-3-acrylamidocyclobutyl)-3,4-dichlorobenzamide C(C=C)(=O)N[C@@H]1C[C@H](C1)NC(C1=CC(=C(C=C1)Cl)Cl)=O